COC=1C(=CC=2C(=C3C(=NC2C1)CCC3)NCC3NCCC3)OC 6,7-dimethoxy-N-[(pyrrolidin-2-yl)methyl]-1H,2H,3H-cyclopenta[b]quinolin-9-amine